ClC=1C=NN2C1NC(NC1=C2C=C(N=C1)N1CCOCC1)C1=C(C=CC=C1F)Cl 4-(3-chloro-5-(2-chloro-6-fluorophenyl)-5,6-dihydro-4H-pyrazolo[1,5-a]pyrido[3,4-f][1,3,5]triazepin-9-yl)morpholine